ClC1=C(C=CC(=C1)O)C1=CC=C2C/C(/C(C2=C1)=O)=N/O (2Z)-6-(2-chloro-4-hydroxyphenyl)-2-(hydroxyimino)-2,3-dihydro-1H-inden-1-one